6-(2-aminopropyl)-2,2-dimethyl-5-methoxy-2,3-dihydrobenzofuran NC(CC1=CC2=C(CC(O2)(C)C)C=C1OC)C